N[C@H]1CC=CC[C@@H]1C1=C(C2=NC(=CC(=C2S1)NCC1=CC=NC=C1)Cl)Cl 2-((1s,6s)-6-aminocyclohex-3-en-1-yl)-3,5-dichloro-N-(pyridin-4-ylmethyl)thieno[3,2-b]pyridin-7-amine